O=C1NC(CCC1NC1=CC(=C(C=C1)C1CCN(CC1)CC1(CCC(CC1)C(=O)OC(C)(C)C)O)F)=O trans-tert-butyl 4-((4-(4-((2,6-dioxopiperidin-3-yl)amino)-2-fluorophenyl)piperidin-1-yl)methyl)-4-hydroxycyclohexane-1-carboxylate